COC1=CC=CC(=C1C1=C(C=CC=C1OC)N)N 6,6'-dimethoxy-2,2'-diaminobiphenyl